C(C1=CC=CC=C1)(C1=CC=CC=C1)(C1=CC=CC=C1)OCC1C(C1)C(=O)O 2-((trityloxy)methyl)cyclopropane-1-carboxylic acid